Cl.C1(CCCC1)NC1=CC(=C2C(NC(=NC2=C1)CSC1CCN(CC1)CC(=O)O)=O)F 2-[4-[[7-(Cyclopentylamino)-5-fluoro-4-oxo-3H-quinazolin-2-yl]methylsulfanyl]-1-piperidyl]acetic acid hydrochloride